C(C)(C)(C)N1N=C(C=C1C)NC1=CC(=C(C(=N1)C[C@@]1(C[C@H](N(CC1)CC1=C(C(=CC=C1)Cl)F)C)C(=O)OC(C)(C)C)F)C(C)C tert-butyl (2R,4R)-4-((6-((1-(tert-butyl)-5-methyl-1H-pyrazol-3-yl)amino)-3-fluoro-4-isopropylpyridin-2-yl)methyl)-1-(3-chloro-2-fluorobenzyl)-2-methylpiperidine-4-carboxylate